6-methyl-2-(5-methylisoxazol-3-yl)-N-(3-phenylpropyl)thieno[2,3-d]pyrimidin-4-amin CC1=CC2=C(N=C(N=C2NCCCC2=CC=CC=C2)C2=NOC(=C2)C)S1